C(C)OC1=CC=C(C=N1)C1=CN=CC(=N1)C(=O)NOCC1=C(C=CC(=C1)OC)O 6-(6-ethoxypyridin-3-yl)-N-((2-hydroxy-5-methoxybenzyl)oxy)pyrazine-2-carboxamide